9-(difluoromethyl)-3-fluoro-pyrido[2,3-b]indol-7-ol FC(N1C2=C(C3=CC=C(C=C13)O)C=C(C=N2)F)F